methacrylic acid-amide C(C(=C)C)(=O)N